C(C1=CC=CC=C1)OC1=CC=C(C=C1)C1(COC1)S(=O)(=O)C(C)C 3-[4-(benzyloxy)phenyl]-3-(propane-2-sulfonyl)oxetane